ClC=1C(=C(C=CC1F)NC(=O)[C@H]1NC(OC1)=O)F (S)-N-(3-chloro-2,4-difluorophenyl)-2-oxooxazolidine-4-carboxamide